Benzyl N-[(1S)-3-methyl-1-[(1H-pyrazol-3-ylmethylamino) carbamoyl]butyl]carbamate CC(C[C@@H](C(NNCC1=NNC=C1)=O)NC(OCC1=CC=CC=C1)=O)C